CC=1N=C(N=NC1C1=CC=C2C(CCO2)=C1O)N[C@H]1CN(CCC1)CCC1=NN=NN1 5-[5-Methyl-3-[[(3R)-1-[2-(1H-tetrazol-5-yl)ethyl]-3-piperidyl]amino]-1,2,4-triazin-6-yl]-2,3-dihydrobenzofuran-4-ol